2-(6-aminopyridin-2-yl)ethan-1-ol NC1=CC=CC(=N1)CCO